phenyl-p-cresol C1(=CC=CC=C1)C1=CC(=CC=C1O)C